N-[2-[2-[tert-butyl(dimethyl)silyl]oxyethoxy]ethyl]-N-[3-(3-chloro-5-hydroxy-phenyl)-1-tetrahydropyran-2-yl-indazol-5-yl]-2-nitro-benzenesulfonamide [Si](C)(C)(C(C)(C)C)OCCOCCN(S(=O)(=O)C1=C(C=CC=C1)[N+](=O)[O-])C=1C=C2C(=NN(C2=CC1)C1OCCCC1)C1=CC(=CC(=C1)O)Cl